OCC1N(CCC1)S(=O)(=O)C1=CC=C(C=C1)NC(C1=CC(=C(C=C1)OC)I)=O N-(4-((2-(hydroxymethyl)pyrrolidin-1-yl)sulfonyl)phenyl)-3-iodo-4-methoxybenzamide